8-(p-chlorophenyl)-5-(p-toluenesulfonyl)imidazo[1,2-a]pyrazine ClC1=CC=C(C=C1)C=1C=2N(C(=CN1)S(=O)(=O)C1=CC=C(C)C=C1)C=CN2